C(C)C(CN1C(=C(C=C2C(C=C3C(=C12)OC(C=C3)(C)C)=O)OC)C3=CC=CC=C3)CCCC N-(2-ethylhexyl)-9-phenyl-8-methoxy-2,2-dimethyl-pyrano[3,2-h]quinolin-6-one